6-ethoxy-4-(4,4,5,5-tetramethyl-1,3,2-dioxaborolan-2-yl)pyrazolo[1,5-a]pyridine-3-carbonitrile C(C)OC=1C=C(C=2N(C1)N=CC2C#N)B2OC(C(O2)(C)C)(C)C